(4R)-5,7-dimethoxy-4-(4-methoxyphenyl)chroman-2-on COC1=C2[C@H](CC(OC2=CC(=C1)OC)=O)C1=CC=C(C=C1)OC